tert-butyl 6-(2-hydroxyethyl)-2,3-dihydro-4H-benzo[b][1,4]oxazine-4-carboxylate OCCC1=CC2=C(OCCN2C(=O)OC(C)(C)C)C=C1